O=C1NC(CC[C@H]1N1CC=C2N1C=CC=C2)=O (R)-N-(2,6-dioxopiperidin-3-yl)pyrazolo[1,5-a]pyridine